C[Si](CCCC1OP(OCC1(C)C)(=O)C1=CC=C(C=C1)F)(C)C 3-(trimethylsilyl)propyl-2-(4-fluorophenyl)-5,5-dimethyl-1,3,2-dioxaphosphorinane-2-one